3-(Trans-4-(2-(5-(5-fluorobenzo[d]isothiazol-3-yl)-2,5-diazabicyclo[4.2.0]octane-2-yl)ethyl)cyclohexyl)-1,1-dimethylurea FC=1C=CC2=C(C(=NS2)N2CCN(C3CCC23)CC[C@@H]2CC[C@H](CC2)NC(N(C)C)=O)C1